2-(1-methylimidazol-2-yl)-5-(4,4,5,5-tetramethyl-1,3,2-dioxaborolan-2-yl)-1,3-benzothiazole CN1C(=NC=C1)C=1SC2=C(N1)C=C(C=C2)B2OC(C(O2)(C)C)(C)C